2,4,6-trifluoroiodobenzene FC1=C(C(=CC(=C1)F)F)I